OC(C(=O)C1=CC=C(C=C1)CC1=CC=C(C=C1)C(C(C)C)=O)(C)C 2-hydroxy-1-{4-[4-(2-methylpropanoyl)benzyl]phenyl}-2-methyl-propan-1-one